CC1=C(CNC=2N=CC(=C3C2N(N=C3)C)NC(C(=O)N3C(COCC3C3=NC=C(C=C3)OC(F)(F)F)C)=O)C=CC(=C1)C N-(7-((2,4-dimethylbenzyl)amino)-1-methyl-1H-pyrazolo[3,4-c]pyridin-4-yl)-2-(3-methyl-5-(5-(trifluoromethoxy)pyridin-2-yl)morpholino)-2-oxoacetamide